2-bromo-7-methyl-6,7-dihydropyrazolo[1,5-a]pyrimidin-5(4H)-one BrC1=NN2C(NC(CC2C)=O)=C1